5-(cyclopropylmethyl)-7-(hydroxymethyl)-2-(2-methyl-2H-indazol-5-yl)-4-(6-methylpyridin-3-yl)-2,5-dihydro-3H-pyrrolo[3,2-c]pyridazin-3-one C1(CC1)CN1C=C(C2=NN(C(C(=C21)C=2C=NC(=CC2)C)=O)C2=CC1=CN(N=C1C=C2)C)CO